[Si](C)(C)(C(C)(C)C)OCC1N(C1)C(=O)[O-] 2-(((tert-butyldimethylsilyl)oxy)methyl)aziridine-1-carboxylate